4-chloro-6-(3,3-difluorocyclopentyl)-2-methylpyrido[3,4-d]pyridazine-1,7(2H,6H)-dione ClC1=NN(C(C=2C1=CN(C(C2)=O)C2CC(CC2)(F)F)=O)C